C(C)(CCC)OC(C)=O.C(C)(=O)OCCC(C)C isopentyl acetate sec-pentyl-acetate